4-[4-[1-[4-(5-Hydroxypyridin-3-yl)phenyl]ethyl]piperazin-1-yl]-N-propylbenzamide OC=1C=C(C=NC1)C1=CC=C(C=C1)C(C)N1CCN(CC1)C1=CC=C(C(=O)NCCC)C=C1